5-(8-methoxy-7-quinolyl)spiro[3H-benzofuran-2,4'-piperidine] 2HCl Cl.Cl.COC=1C(=CC=C2C=CC=NC12)C=1C=CC2=C(CC3(CCNCC3)O2)C1